FC1=C(C=CC=C1)C=1C(=CC=CC1F)C=O 2',6-Difluoro-[1,1'-biphenyl]-2-carbaldehyde